2-((4-(3,5-dimethylisoxazol-4-yl)-5-fluoro-2-methoxyphenyl)amino)-4-((tetrahydro-2H-pyran-4-yl)amino)-7H-pyrrolo[2,3-d]pyrimidine-5-carbonitrile CC1=NOC(=C1C1=CC(=C(C=C1F)NC=1N=C(C2=C(N1)NC=C2C#N)NC2CCOCC2)OC)C